BrC=1C=C(C(=NC1)[C@H]1N([C@@H](CC2=C3C(=CC=C12)N=CO3)C)CC(F)(F)F)F (6S,8R)-6-(5-bromo-3-Fluoropyridin-2-yl)-8-methyl-7-(2,2,2-trifluoroethyl)-6,7,8,9-tetrahydrooxazolo[5,4-f]isoquinoline